2-Methylenpropan C=C(C)C